ethyl (S)-3-(4-(2-(5-((6,7-difluoro-4-(methylsulfonyl)-1H-indol-5-yl)oxy)-2-fluorophenyl)-1-methyl-1H-imidazol-4-yl)-4-methylchroman-8-yl)propanoate FC1=C(C(=C2C=CNC2=C1F)S(=O)(=O)C)OC=1C=CC(=C(C1)C=1N(C=C(N1)[C@]1(CCOC2=C(C=CC=C12)CCC(=O)OCC)C)C)F